FC(OC1=C(C=C(C=C1)OC(F)F)C1=NN(C=C1N1CC=C2N1C=CC=N2)CC2=NN=NN2CCNC)F N-[3-[2,5-bis(difluoromethoxy)phenyl]-1-[[1-[2-(methylamino)ethyl]tetrazol-5-yl]methyl]pyrazol-4-yl]pyrazolo[1,5-a]pyrimidine